OC1=C(OC2=CC(=CC(=C2C1=O)O)O)C1=CC(=C(C(=C1)O)O)O 3,5,7,3',4',5'-hexahydroxyflavone